methylidenecyclohexane-1,3-diol C=C1C(CCCC1O)O